CN1C=NC=C1NC(=O)C1N(C1)C(C1=CC=CC=C1)(C1=CC=CC=C1)C1=CC=CC=C1 1-methyl-5-(1-tritylaziridine-2-carboxamido)-1H-imidazole